N-(3-{[5-Bromo-2-(5-chloro-1H-benzoimidazol-2-yl)-pyrimidin-4-ylamino]-methyl}-pyridin-2-yl)-N-methyl-methanesulfonamide BrC=1C(=NC(=NC1)C1=NC2=C(N1)C=CC(=C2)Cl)NCC=2C(=NC=CC2)N(S(=O)(=O)C)C